CC=1N=C2C(=NC(=NC2=NC1C)[C@@H]1C[C@@H](OCC1)C=1C=CC(N(C1)NC(C=C)=O)=O)C12CC(C1)(C2)C(F)(F)F N-[5-[(2R,4S)-4-[6,7-dimethyl-4-[3-(trifluoromethyl)-1-bicyclo[1.1.1]pentanyl]pteridin-2-yl]tetrahydropyran-2-yl]-2-oxo-1-pyridyl]prop-2-enamide